C1[C@@H]([C@H]([C@@H]([C@H](O1)CO)O)O)O 1-deoxy-D-glucose